N-(2-(bromomethyl)-3-(dimethylamino)allylidene)-N-methyl-ammonium chloride [Cl-].BrCC(C=[NH+]C)=CN(C)C